C(C(C)(C)C)(=O)OC=1C=CC2=C(SCCC(=C2C2=CC(=CC=C2)O[C@H]2CN(CC2)CCCF)C2=C(C=C(C=C2)Cl)Cl)C1 (R)-4-(2,4-dichlorophenyl)-5-(3-((1-(3-fluoropropyl)pyrrolidin-3-yl)oxy)phenyl)-2,3-dihydrobenzo[b]thiepin-8-yl pivalate